1,6-bis(3-acryloyloxy-2-hydroxypropyloxy)hexane C(C=C)(=O)OCC(COCCCCCCOCC(COC(C=C)=O)O)O